tert-butyl [1-(6-bromo-4-oxo-3,4-dihydrothieno[3,2-d]pyrimidin-2-yl)-1-methylethyl]carbamate BrC1=CC=2N=C(NC(C2S1)=O)C(C)(C)NC(OC(C)(C)C)=O